C1(=C(C(=C(C(=C1[2H])[2H])[2H])[2H])[2H])C([2H])([2H])[2H] Toluol-d8